ClC1=CC=C2C=NNC2=C1C 6-chloro-7-methyl-1H-indazole